N-(6-Methoxy-[1,1'-biphenyl]-3-yl)-1-methyl-3-(1-methyl-1H-indol-2-yl)-1H-indazole-5-carboxamide COC1=CC=C(C=C1C1=CC=CC=C1)NC(=O)C=1C=C2C(=NN(C2=CC1)C)C=1N(C2=CC=CC=C2C1)C